(2-(2-(4-chloro-3-fluorophenoxy)acetyl)-2-azaspiro[3.3]hept-6-yl)carbamic acid tert-butyl ester C(C)(C)(C)OC(NC1CC2(CN(C2)C(COC2=CC(=C(C=C2)Cl)F)=O)C1)=O